C(=CC)C1=C(C(=CC=C1)OC)O propenyl-guaiacol